Diphenyl isodecyl phosphate P(=O)(OC1=CC=CC=C1)(OC1=CC=CC=C1)OCCCCCCCC(C)C